ClC1=CC(=C(OCC2=CC=CC(=N2)OC2CCN(CC2)CC2=NC3=C(N2C)C=C(C=C3)C(=O)OC)C=C1)F methyl 2-((4-((6-((4-Chloro-2-fluorophenoxy)methyl)pyridin-2-yl)oxy)piperidin-1-yl)methyl)-1-methyl-1H-benzo[d]imidazole-6-carboxylate